FC=1C(=C(C=C(C1)F)N1CCN(CC1)C[C@@H](CCN1C(C2=CC=CC=C2C1=O)=O)O)OC (R)-2-(4-(4-(3,5-difluoro-2-methoxyphenyl)piperazin-1-yl)-3-hydroxybutyl)isoindoline-1,3-dione